(R)-2-ethyl-4-(4-methoxythieno[2',3':5,6]benzo[1,2-d]oxazol-7-yl)-4-oxobutanoic acid C(C)[C@@H](C(=O)O)CC(=O)C1=CC2=C(C=C(C3=C2N=CO3)OC)S1